N-[4-(2-isopropylphenyl)-6-[4-(1-methyl-4-piperidyl)phenoxy]-5-(trifluoromethyl)pyrimidin-2-yl]-1-methyl-pyrazole-4-sulfonamide C(C)(C)C1=C(C=CC=C1)C1=NC(=NC(=C1C(F)(F)F)OC1=CC=C(C=C1)C1CCN(CC1)C)NS(=O)(=O)C=1C=NN(C1)C